IC=1C(=NN(C1)C1=CC=C(C=C1)OC(F)(F)F)C 4-iodo-3-methyl-1-[4-(trifluoromethoxy)phenyl]pyrazole